CNC=1N=CC2=C(N1)NC=C2 N-methyl-7H-pyrrolo[2,3-d]pyrimidin-2-amine